(3aR,6aR)-N-(5-chloro-2-fluorophenyl)-5-cyanohexahydropyrrolo[3,4-b]pyrrole-1(2H)-carboxamide ClC=1C=CC(=C(C1)NC(=O)N1[C@@H]2[C@H](CC1)CN(C2)C#N)F